2-((3-chlorophenyl)((6-(difluoromethyl)-5-fluoropyridin-2-yl)amino)methyl)-5-(methoxymethyl)-1H-imidazole-4-sulfonamide ClC=1C=C(C=CC1)C(C=1NC(=C(N1)S(=O)(=O)N)COC)NC1=NC(=C(C=C1)F)C(F)F